1-bromo-2-(2,2-diethoxyethoxy)benzene tert-butyl-N-[(1S)-1-[2-(6-cyanopyrimidin-4-yl)-5-methyl-1,2,4-triazol-3-yl]ethyl]carbamate C(C)(C)(C)OC(N[C@@H](C)C=1N(N=C(N1)C)C1=NC=NC(=C1)C#N)=O.BrC1=C(C=CC=C1)OCC(OCC)OCC